Cl.N1C(COCC1)C1=NC=NN1C1=NC=C(C#N)C=C1 6-{5-(morpholin-3-yl)-1H-1,2,4-triazol-1-yl}nicotinonitrile hydrogen chloride